FC(=O)F Perfluoroketon